C(C)OC(C[NH3+])OCC diethyloxyethyl-ammonium